2-Chloro-N-(furan-2-ylmethyl)-7-methoxyquinolin-4-amine ClC1=NC2=CC(=CC=C2C(=C1)NCC=1OC=CC1)OC